di(nonyl)octane C(CCCCCCCC)C(CCCCCCC)CCCCCCCCC